S1C(SCCC1)C=1OC=CC1 2-(1,3-dithian-2-yl)furan